[Cl-].[O-2].[Zr+4] zirconium(IV) oxide chloride